FC1=NC=C(C=C1)OC1=CC=C(C=C1)[N+](=O)[O-] 2-fluoro-5-(4-nitrophenoxy)pyridine